O=C1C=2N(CCN1)N=C(C2)C(=O)N 4-oxo-4,5,6,7-tetrahydropyrazolo[1,5-a]pyrazin-2-carboxamid